m-cresole C1=C(C=CC=C1O)C